CN(CCN(C1=C(C=C(C(=C1)OC)NC1=NC=NC(=N1)N1CC2(C3=NC(=CC=C31)C)CCC2)NC(C=C)=O)C)C N-(2-((2-(dimethylamino)ethyl)(methyl)amino)-4-methoxy-5-((4-(5'-methylspiro[cyclobutane-1,3'-pyrrolo[3,2-b]pyridin]-1'(2'H)-yl)-1,3,5-triazin-2-yl)amino)phenyl)acrylamide